1-isopropyl-3-(6-(trifluoromethyl)pyridin-3-yl)-1,3,8-triazaspiro[4.5]decane-2,4-dione C(C)(C)N1C(N(C(C12CCNCC2)=O)C=2C=NC(=CC2)C(F)(F)F)=O